ClC=1C=C2C=C(NC2=CC1)C(=O)NC(CC(=O)O)CC1=C(C=CC=C1)Cl 3-(5-chloro-1H-indole-2-carboxamido)4-(2-chlorophenyl)butanoic acid